O=S1(CCN(CC1)CC=1N=NN(C1)CCOCCOCCOCCNC(OCCS(=O)(=O)C=C)=O)=O 2-(vinylsulfonyl)ethyl (2-(2-(2-(2-(4-((1,1-dioxidothiomorpholino)methyl)-1H-1,2,3-triazol-1-yl)ethoxy)ethoxy)ethoxy)ethyl)carbamate